2-[[trans-4-[2-oxo-3-(3-oxo-4H-pyrido[3,2-b][1,4]oxazin-6-yl)-1,3-oxazolidin-5-yl]cyclohexyl]amino]-2,3-dihydro-1H-indene-4-carbonitrile O=C1OC(CN1C=1C=CC=2OCC(NC2N1)=O)[C@@H]1CC[C@H](CC1)NC1CC=2C=CC=C(C2C1)C#N